C(=C)(C)C1=CC(=NC=C1)C(=N)N 4-isopropenylpyridine-2-carboxamidine